OCC([N+](=O)[O-])(CO)CO trishydroxymethylnitro-methane